ON=[N-] N-hydroxyiminoamide